C(C)OC(C(C1=CC=CC=C1)N1C[C@@H](CC1)NC(=O)OC(C)(C)C)=O 2-((R)-3-(tert-Butoxycarbonylamino)pyrrolidin-1-yl)-2-phenylacetic acid ethyl ester